OC(CN1C[C@@H]2[C@H](C1)CC(C2)(O)CC2=CC=NC=C2)C2=CC=C(C=C2)O |r| rac-(3aR,5r,6aS)-2-(2-hydroxy-2-(4-hydroxyphenyl)ethyl)-5-(pyridin-4-ylmethyl)octahydrocyclopenta[c]pyrrol-5-ol